1-methoxy-4-(4-((5-methyl-1H-pyrazol-3-yl)amino)quinazolin-2-yl)cyclohex-3-enecarboxylic acid COC1(CC=C(CC1)C1=NC2=CC=CC=C2C(=N1)NC1=NNC(=C1)C)C(=O)O